tert-butyl ((S)-1-(7-((R)-1-(5,5-difluoro-2-oxotetrahydropyrimidin-1(2H)-yl)ethyl)imidazo[1,2-b]pyridazin-2-yl)-4,4,4-trifluoro-3,3-dimethylbutyl)carbamate FC1(CNC(N(C1)[C@H](C)C1=CC=2N(N=C1)C=C(N2)[C@H](CC(C(F)(F)F)(C)C)NC(OC(C)(C)C)=O)=O)F